acrylic acid 3-methyl-5-ethyl-1-adamantyl ester CC12CC3(CC(CC(C1)(C3)CC)C2)OC(C=C)=O